N-(1''-(3-((3-(difluoromethyl)pyrrolidin-1-yl)sulfonyl)benzoyl)dispiro[cyclopropane-1,1'-cyclohexane-4',3''-indolin]-5''-yl)methanesulfonamide FC(C1CN(CC1)S(=O)(=O)C=1C=C(C(=O)N2CC3(C4=CC(=CC=C24)NS(=O)(=O)C)CCC2(CC3)CC2)C=CC1)F